Cl.N[C@H]1[C@@H](C1)C1=CC(=NN1C)C(=O)NC1CCC(CC1)(F)F 5-(trans-2-aminocyclopropyl)-N-(4,4-difluorocyclohexyl)-1-methyl-1H-pyrazole-3-carboxamide Hydrochloride